1-methyl-3-(4-vinyl-benzyl)imidazole chloride salt [Cl-].CN1CN(C=C1)CC1=CC=C(C=C1)C=C